C(C1=CC=CC=C1)OC(C(CC1=CC(=CC=C1)S(=O)(=O)C)NC(=O)OC(C)(C)C)=O 2-(tert-butoxycarbonylamino)-3-(3-methylsulfonylphenyl)propionic acid benzyl ester